COC1=CC=C(CN(S(=O)(=O)C2CC2)C2=NC=CC(=N2)C(C(=O)OC)CC)C=C1 Methyl 2-(2-(N-(4-methoxybenzyl)cyclopropanesulfonamido)pyrimidin-4-yl)butanoate